CC1=C(C(=O)NC2=CC=C(C3=CC=CC=C23)S(NC(C(=O)N2CCC(CC2)C)C)(=O)=O)C=CC=C1 2-methyl-N-(4-(N-(1-(4-methylpiperidin-1-yl)-1-oxopropan-2-yl)sulfamoyl)naphthalen-1-yl)benzamide